C(C)OC(CN(CC(NCCNC1=CC=NC2=CC(=CC=C12)Cl)=O)CCCCN(COCC)COCC)=O ([4-(bis-ethoxymethyl-amino)-butyl]-{[2-(7-chloro-quinolin-4-ylamino)-ethylcarbamoyl]-methyl}-amino)-acetic acid ethyl ester